FC(C1=CC(=NO1)/C=C/C1CN(C1)C(C=C)=O)(F)F 1-{3-[(E)-2-[5-(trifluoromethyl)-1,2-oxazol-3-yl]ethenyl]azetidin-1-yl}prop-2-en-1-one